3-chloro-9-(4-chloro-2-fluorophenyl)-7-(2-(1-cyclopropyl-1H-pyrazol-4-yl)tetrahydro-2H-pyran-4-yl)-2-methyl-4H-pyrazino[1,2-a]pyrimidin-4-one ClC1=C(N=C2N(C1=O)C=C(N=C2C2=C(C=C(C=C2)Cl)F)C2CC(OCC2)C=2C=NN(C2)C2CC2)C